tert-butyl 4-{4-[(4-{1-[(tert-butoxy)carbonyl]-1,2,3,6-tetrahydropyridin-4-yl}-3-(trifluoromethyl)phenyl)carbamoyl]-2-fluorophenyl}-1,2,3,6-tetrahydropyridine-1-carboxylate C(C)(C)(C)OC(=O)N1CCC(=CC1)C1=C(C=C(C=C1)NC(=O)C1=CC(=C(C=C1)C=1CCN(CC1)C(=O)OC(C)(C)C)F)C(F)(F)F